N[C@@H]1[C@H](CCCC1)OC=1C=C2CN(C(C2=CC1)=O)C1C(NC(CC1)=O)=O 3-(5-(((1S,2S)-2-aminocyclohexyl)oxy)-1-oxoisoindolin-2-yl)piperidine-2,6-dione